FC1(CCC(CC1)C1=CC=C(C=C1)C1=NC=2N(C=C1)N=C(C2C(=O)N2CC(C2)CF)C2=NC=CN=C2C)F 5-(4-(4,4-Difluorocyclohexyl)phenyl)-3-(3-(fluoromethyl)azetidine-1-carbonyl)-2-(3-methylpyrazin-2-yl)pyrazolo[1,5-a]pyrimidin